C1CC12CN(CCC2)[C@H]2CCN(CCC2)C(=O)OC(C)(C)C |r| rac-tert-Butyl 4-(5-azaspiro[2.5]octan-5-yl)azepane-1-carboxylate